CC(C(=O)OCC(CN1CCC(CC1)NC1=C2C=C(N(C2=CC=C1)CC(F)(F)F)I)OC(C(C)C)=O)C 3-(4-((2-iodo-1-(2,2,2-trifluoroethyl)-1H-indol-4-yl)amino)piperidin-1-yl)propane-1,2-diyl bis(2-methylpropanoate)